N1NN=CC1 3-triazoleN